3-(1-methyl-3-(trifluoromethyl)-1H-pyrazol-5-yl)-8-(methylamino)-8-phenyl-1,3-diazaspiro[4.5]decan-2-one CN1N=C(C=C1N1C(NC2(C1)CCC(CC2)(C2=CC=CC=C2)NC)=O)C(F)(F)F